CN(C(C)(C)C)CCCCCN1CCN(CC1)C N-methyl-N-tert-butyl-5-(4-methylpiperazin-1-yl)pentylamine